ClC=1N=C2C(=C(C(N(C2=CC1)C)=O)C#N)N1CCC(CC1)(OC)CC1=NC=C(C=C1)Cl 6-chloro-4-[4-[(5-chloro-2-pyridyl)methyl]-4-methoxy-1-piperidyl]-1-methyl-2-oxo-1,5-naphthyridine-3-carbonitrile